COC(=O)C=1C=CC2=C(NC(CS2)=O)C1 3-oxo-3,4-dihydro-2H-1,4-benzothiazine-6-carboxylic acid methyl ester